3-methyl-1-(2-(1-methylpiperidin-4-yl)ethyl)-1H-indazole CC1=NN(C2=CC=CC=C12)CCC1CCN(CC1)C